CC(C=O)=CC=CC=C(C=O)C 2,7-dimethyl-2,4,6-octatrienedialdehyde